C(C)(=O)C=1C=C(C(=O)N[C@H](C(=O)N)C)C=C(C1)Cl 3-acetyl-N-[(2S)-1-amino-1-oxopropan-2-yl]-5-chlorobenzamide